ClC1=CC=CC2=C1NC(=N2)C(=O)N2C(C1=C(CC2)N=C(S1)C)C (7-Chloro-1H-benzo[d]imidazol-2-yl)(2,4-dimethyl-6,7-dihydrothiazolo[5,4-c]pyridin-5(4H)-yl)methanone